[3-(4-chloro-2-fluorophenyl)-5-(2,4-difluoro-phenyl)-1,2-oxazol-4-yl](pyridin-3-yl)methanol ClC1=CC(=C(C=C1)C1=NOC(=C1C(O)C=1C=NC=CC1)C1=C(C=C(C=C1)F)F)F